barium trisulfide [S-]S[S-].[Ba+2]